tert-Butyl 4-[5-(2-cyclopropyl-2-oxo-ethyl)-4-[[[2-(2,6-dioxo-3-piperidyl)-1,3-dioxo-isoindolin-4-yl]amino]methyl]pyrazol-1-yl]piperidine-1-carboxylate C1(CC1)C(CC1=C(C=NN1C1CCN(CC1)C(=O)OC(C)(C)C)CNC1=C2C(N(C(C2=CC=C1)=O)C1C(NC(CC1)=O)=O)=O)=O